dimethylaminoethylacrylate hydrochloride salt Cl.CN(C)CCOC(C=C)=O